(R)-1-(4-(hydroxymethyl)-4-(((4,4',4''-trimethoxytrityl)oxy)methyl)piperidin-1-yl)-5-(1,2-dithiolan-3-yl)pentan-1-one OCC1(CCN(CC1)C(CCCC[C@H]1SSCC1)=O)COC(C1=CC=C(C=C1)OC)(C1=CC=C(C=C1)OC)C1=CC=C(C=C1)OC